(3',5-dimethyl-[3,5'-biisoxazol]-4'-yl)((3R,3'R)-3'-hydroxy-1,4-dihydro-2H-spiro[isoquinoline-3,4'-piperidin]-1'-yl)methanone CC1=NOC(=C1C(=O)N1C[C@H]([C@@]2(CC1)NCC1=CC=CC=C1C2)O)C2=NOC(=C2)C